C(C)N1C=NC2=C1N=NC=C2C=2C=CC(=C(C2)C=2C(=CC1=C(OC(C(N1C)=O)C)C2)OC)F 7-(5-(7-Ethyl-7H-imidazo[4,5-c]pyridazin-4-yl)-2-fluorophenyl)-6-methoxy-2,4-dimethyl-2H-benzo[b][1,4]oxazin-3(4H)-one